6-fluoroindoleethylamine methyl-4,5,6,7-tetrahydro-1H-benzo[d][1,2,3]triazole-5-carboxylate COC(=O)C1CC2=C(NN=N2)CC1.FC1=CC=C2C=C(NC2=C1)CCN